CC1CCC(CN1)CNS(=O)(=O)C N-[(6-methyl-3-piperidinyl)methyl]methanesulfonamide